2-(6-METHOXY-3-OXO-2,3-DIHYDRO-4H-BENZO[B][1,4]OXAZIN-4-YL)-N-(5-(PYRIDIN-2-YL)-4H-1,2,4-TRIAZOL-3-YL)ACETAMIDE COC1=CC2=C(OCC(N2CC(=O)NC2=NN=C(N2)C2=NC=CC=C2)=O)C=C1